4-((2S,3R,4R,5S)-3-(3,4-difluoro-2-methoxyphenyl)-4-ethyl-5-methyl-5-(trifluoromethyl)tetrahydrofuran-2-carboxamido)picolinamide FC=1C(=C(C=CC1F)[C@@H]1[C@H](O[C@@]([C@@H]1CC)(C(F)(F)F)C)C(=O)NC1=CC(=NC=C1)C(=O)N)OC